(6R,7S)-7-[2-[(cyanomethyl)thio]acetamido]-7-methoxy-3-[[(1-methyl-1H-tetrazol-5-yl)thio]methyl]-8-oxo-5-thia-1-azabicyclo[4.2.0]oct-2-ene-2-carboxylic acid sodium [Na].C(#N)CSCC(=O)N[C@]1([C@H]2SCC(=C(N2C1=O)C(=O)O)CSC1=NN=NN1C)OC